CC(CC(=O)N)C 3,3-dimethylpropionamide